N[C@@H](CC(=O)OCC)C=1C(=C(C=C(C1F)C)C1=C(C=C(C=C1C)C1CC1)C)F (S)-ethyl 3-amino-3-(4'-cyclopropyl-2,4-difluoro-2',5,6'-trimethylbiphenyl-3-yl)propanoate